Tert-butyl {8-methoxy-1-[trans-4-(pyridin-2-yloxy)cyclohexyl]-5,6-dihydro-4H-[1,2,4]triazolo[4,3-a][1]benzazepin-5-yl}carbamate COC=1C=CC2=C(CC(CC=3N2C(=NN3)[C@@H]3CC[C@H](CC3)OC3=NC=CC=C3)NC(OC(C)(C)C)=O)C1